C(C)NC1CCCCC1 N-ethyl-N-cyclohexylamine